2-phenoxyquinoline O(C1=CC=CC=C1)C1=NC2=CC=CC=C2C=C1